2-mercapto-5-benzeneOne SC=1C=CC(CC1)=O